CC1=NC(=NC=C1)[C@@H]1[C@H](C1)C1=NC2=C(C=CC=C2C=C1)NC(OC(C)(C)C)=O |r| rac-tert-butyl (2-((1S*,2S*)-2-(4-methylpyrimidin-2-yl)cyclopropyl) quinolin-8-yl)carbamate